FC=1C=CC(=NC1)NC(C(CCC)C=1C=NC=C(C1)Br)=O 2-(5-Bromo-pyridin-3-yl)-pentanoic acid (5-fluoro-pyridin-2-yl)-amide